BrC1=C(C=C2C=NN(C2=C1)C(C(C)(C)C)=O)NC1=CC=C(C=C1)F 1-(6-bromo-5-((4-fluorophenyl)amino)-1H-indazol-1-yl)-2,2-dimethylpropan-1-one